1-(tert-butoxycarbonyl)-4-(aminomethyl)piperidine 3-((2-(4-methoxyphenyl)quinolin-4-yl)thio)propyl-2-oxo-2H-chromene-3-carboxylate COC1=CC=C(C=C1)C1=NC2=CC=CC=C2C(=C1)SCCCOC(=O)C=1C(OC2=CC=CC=C2C1)=O.C(C)(C)(C)OC(=O)N1CCC(CC1)CN